(E)-3-(4-((6-hydroxy-2-(4-hydroxyphenyl)benzo[b]selenophen-3-yl)oxy)phenyl)acrylic acid OC=1C=CC2=C([Se]C(=C2OC2=CC=C(C=C2)/C=C/C(=O)O)C2=CC=C(C=C2)O)C1